(3-chloro-4-fluorophenyl)(1-(difluoromethyl)-1H-pyrazol-3-yl)methylamine ClC=1C=C(C=CC1F)NCC1=NN(C=C1)C(F)F